N-(4-benzofuran-2-yl-phenyl)-N-(4-benzothien-2-yl-phenyl)-amine O1C(=CC2=C1C=CC=C2)C2=CC=C(C=C2)NC2=CC=C(C=C2)C=2SC1=C(C2)C=CC=C1